The molecule is a germacranolide with formula C17H22O4, originally isolated from Liriodendron tulipifera. It exhibits anti-cancer and anti-oxidant properties. It has a role as an antineoplastic agent, an antioxidant and a plant metabolite. It is a germacranolide and an acetate ester. C/C/1=C\\[C@@H]2[C@@H]([C@@H](C/C(=C/CC1)/C)OC(=O)C)C(=C)C(=O)O2